C1(CC1)CN(C(O)=O)C=1N=CC2=CC(=C(C=C2C1)C=1C=NC=C(C1C)N)F.CC1(OB(OC1(C)C)C=1C=NN(C1)CCC(F)(F)F)C 4-(4,4,5,5-Tetramethyl-1,3,2-dioxaborolan-2-yl)-1-(3,3,3-trifluoropropyl)pyrazole Cyclopropylmethyl-(6-(5-amino-4-methylpyridin-3-yl)-7-fluoroisochinolin-3-yl)carbamat